(1-(4-fluorophenylethyl)-1H-pyrazol-4-yl)methylamine hydrochloride Cl.FC1=CC=C(C=C1)CCN1N=CC(=C1)CN